3-(5-Amino-2-((5-(pyridin-2-yl)-1H-tetrazol-1-yl)methyl)-8-(pyrimidin-4-yl)-[1,2,4]triazolo[1,5-c]pyrimidin-7-yl)benzonitrile NC1=NC(=C(C=2N1N=C(N2)CN2N=NN=C2C2=NC=CC=C2)C2=NC=NC=C2)C=2C=C(C#N)C=CC2